3-bromo-2,6-dimethoxybenzenesulfonyl chloride BrC=1C(=C(C(=CC1)OC)S(=O)(=O)Cl)OC